2-(3-(2-((Tert-Butoxycarbonyl)(ethyl)amino)ethoxy)phenyl)acetic acid methyl ester COC(CC1=CC(=CC=C1)OCCN(CC)C(=O)OC(C)(C)C)=O